ClC=1C(=C(C=CC1Cl)NC1=NC=NC2=CC(=C(C=C12)C1CN(C1)C(C=C)=O)OCCCN1CCN(CC1)C)F 1-(3-(4-((3,4-dichloro-2-fluorophenyl)amino)-7-(3-(4-methylpiperazin-1-yl)propoxy)quinazolin-6-yl)azetidin-1-yl)prop-2-en-1-one